C(C1=CC=CC=C1)OC(CCC1=CC=C(NC(CCSSCCC(=O)NC2=CC=C(C=C2)CCC(=O)OCC2=CC=CC=C2)=O)C=C1)=O benzyl 3-[4-[3-[[3-[4-(3-benzyloxy-3-oxo-propyl)anilino]-3-oxo-propyl]disulfanyl]propanoylamino]phenyl]propanoate